C1=CC=CC=2C3=CC=CC=C3C(C12)COC(=O)N[C@H](C(=O)O)CC1=CC=C(C=C1)C(F)(F)F (2S)-2-(9H-fluoren-9-ylmethoxycarbonylamino)-3-[4-(trifluoromethyl)phenyl]propionic acid